ClC=1C=C(C=CC1)N1N=C(C2=C1C(N(CC2)C2=CC(=C1CCN(CC1=C2)CC)COC)=O)C(=O)NCC2CC2 1-(3-Chlorophenyl)-N-(cyclopropylmethyl)-6-(2-ethyl-5-(methoxymethyl)-1,2,3,4-tetrahydroisoquinolin-7-yl)-7-oxo-4,5,6,7-tetrahydro-1H-pyrazolo[3,4-c]pyridine-3-carboxamide